C(C)(=O)S1C=NC=C1 1-acetyl-thiazole